C(N)(=O)C1=CC=C2C(=N1)N=CN2CC2=CC=C(C=C2)P(O)(O)=O 4-((5-carbamoylimidazo[4,5-b]pyridin-1-yl)methyl)phenylphosphonic acid